C[C@H]1[C@H](CNCC1)NC1=C2C(=NC=C1C(=O)OCC)NC=C2 ethyl 4-(((3r,4r)-4-methylpiperidin-3-yl) amino)-1H-pyrrolo[2,3-b]pyridine-5-carboxylate